(4S,5R,6S,7R)-N-(3,4-dichlorophenyl)-6-(2-methylpyridin-4-yl)-2-phenylhexahydro-4,7-epoxybenzo[d][1,3]Dioxole-5-carboxamide ClC=1C=C(C=CC1Cl)NC(=O)[C@H]1[C@H]2C3C(OC(O3)C3=CC=CC=C3)[C@@H]([C@@H]1C1=CC(=NC=C1)C)O2